10-amino-3-cyclopropyl-N-(2-fluoro-2-methyl-propyl)-7,8,9,10-tetrahydrobenzo[h]isoquinoline-5-sulfonamide NC1CCCC=2C=C(C=3C=C(N=CC3C21)C2CC2)S(=O)(=O)NCC(C)(C)F